S(N)(=O)(=O)C1=NC=CC(=C1)NC(C1=C(N=CC(=C1)C(F)(F)F)N1CCO[C@H](CC1)C(F)(F)F)=O |o1:26| (R or S)-N-(2-sulfamoylpyridin-4-yl)-5-(trifluoromethyl)-2-(7-(trifluoromethyl)-1,4-oxazepan-4-yl)nicotinamide